NCC#CC=1OC(=CN1)C#CCNC(C[C@H]1C=2N(C3=C(C(=N1)C1=CC=C(C=C1)Cl)C(=C(S3)C)C)C(=NN2)C)=O (S)-N-(3-(2-(3-aminoprop-1-yn-1-yl)oxazol-5-yl)prop-2-yn-1-yl)-2-(4-(4-chlorophenyl)-2,3,9-trimethyl-6H-thieno[3,2-f][1,2,4]triazolo[4,3-a][1,4]diazepin-6-yl)acetamide